4-(trifluoromethyl)benzo[d]oxazole FC(C1=CC=CC2=C1N=CO2)(F)F